Octahydro-2,2,5,8,8,9a-hexamethyl-4H-4a,9-methanoazuleno[5,6-d]-1,3-dioxole CC1(OC2(C(O1)CC13C(CCC1C(C2C3)(C)C)C)C)C